5-methoxycarbonylmethyl-2-thiouridin COC(=O)CC=1C(NC(N([C@H]2[C@H](O)[C@H](O)[C@@H](CO)O2)C1)=S)=O